C(#N)C=1C=C(C=C(C1)F)S(=O)(=O)Cl 3-cyano-5-fluoro-benzenesulfonyl chloride